3-((4-methylpiperidin-3-yl)methoxy)-2-(trifluoromethyl)pyridine sodium 3,5-dinitrobenzenesulfonate [N+](=O)([O-])C=1C=C(C=C(C1)[N+](=O)[O-])S(=O)(=O)[O-].[Na+].CC1C(CNCC1)COC=1C(=NC=CC1)C(F)(F)F